3-(4-amino-7-cyclopropyl-2-oxopyrido[2,3-d]pyrimidin-1(2H)-yl)-2-methylbenzonitrile NC=1C2=C(N(C(N1)=O)C=1C(=C(C#N)C=CC1)C)N=C(C=C2)C2CC2